The molecule is a mannopentaose comprised of a chain of three alpha-D-mannose residues linked (1->2) and (1->3), with a further two-D-mannose-residue (1->2)-linked unit linked (1->6) to the mannose residue at the reducing end. It has a role as an epitope. C([C@@H]1[C@H]([C@@H]([C@@H]([C@H](O1)O[C@H]2[C@H]([C@@H]([C@H](O[C@@H]2OC[C@@H]3[C@H]([C@@H]([C@@H]([C@H](O3)O)O)O[C@@H]4[C@H]([C@H]([C@@H]([C@H](O4)CO)O)O)O[C@@H]5[C@H]([C@H]([C@@H]([C@H](O5)CO)O)O)O)O)CO)O)O)O)O)O)O